NC(C#N)(COC)COC 2-amino-3-methoxy-2-(methoxymethyl)propanenitrile